C1NC(C[C@@]12NCCCC2)=O |r| racemic-2,6-diazaspiro[4.5]decan-3-one